3-(3-methyl-4-morpholino-anilino)pyrazine-2-carboxamide CC=1C=C(NC=2C(=NC=CN2)C(=O)N)C=CC1N1CCOCC1